O1C(=NC2=C1C=CC=C2)C2=CN=C(C1=CN=C(C=C21)Cl)NC 4-(benzo[d]oxazol-2-yl)-6-chloro-N-methyl-2,7-naphthyridin-1-amine